Fluoro-6'-(4-(3-fluorophenyl)-1H-imidazol-2-yl)-2',4-dimethyl-3,4'-bipyridine FC1=NC=CC(=C1C1=CC(=NC(=C1)C=1NC=C(N1)C1=CC(=CC=C1)F)C)C